BrC1=C(C=C(C=C1)F)OC(C)C 1-bromo-4-fluoro-2-prop-2-yloxy-benzene